ClC1=CC=C(C=C1)N1N=C(C=C1)C(C(=O)[O-])C1=C(C=CC=C1)C 1-(4-chlorophenyl)-1H-pyrazol-3-yl-2-(o-tolyl)acetate